CNCC1OCC(C2=C1SC=C2)CC methyl-1-(4-ethyl-4,7-dihydro-5H-thieno[2,3-c]pyran-7-yl)methylamine